N-benzenesulfonyl-aniline C1(=CC=CC=C1)S(=O)(=O)NC1=CC=CC=C1